IC=1C=CC(=NC1)N1CC2CCC(C1)N2[C@H]2COCC2 3-(5-iodopyridin-2-yl)-8-((R)-tetrahydrofuran-3-yl)-3,8-diazabicyclo[3.2.1]octane